[2H]C=1C(=CC(=NC1)C(=O)N)NC(=O)[C@@H]1O[C@@]([C@@H]([C@@H]1C1=C(C(=C(C=C1)F)F)OC)C)(C(F)(F)F)C 5-Deuterio-4-[[(2R,3R,4R,5S)-3-(3,4-difluoro-2-methoxyphenyl)-4,5-dimethyl-5-(trifluoromethyl)tetrahydrofuran-2-carbonyl]amino]pyridin-2-carboxamid